[C@@H]1([C@H](O)[C@@H](O)[C@H](O)[C@H](O1)CO)N1C2=CC(=CC=C2C=2C3=C(C4=C(C12)NC=1C=C(C=CC14)O)C(N(C3=O)NC(CO)CO)=O)O 12-β-D-Glucopyranosyl-12,13-dihydro-2,10-dihydroxy-6-[[2-hydroxy-1-(hydroxymethyl)ethyl]amino]-5H-indolo[2,3-a]pyrrolo[3,4-c]carbazole-5,7(6H)-dione